pentachlorophenol methyl-mercury salt C[Hg].ClC1=C(C(=C(C(=C1O)Cl)Cl)Cl)Cl